O=C1N(C(C2=CC=CC=C12)=O)C[C@@H](C(=O)NC1=CC=2C(=CN=CC2)S1)C1=CC=C(C=C1)CO (S)-3-(1,3-dioxoisoindolin-2-yl)-2-(4-(hydroxymethyl)phenyl)-N-(thieno[2,3-c]pyridin-2-yl)propanamide